SODIUM DIISOOCTYLSULFOSUCCINATE CC(C)CCCCCC(CCCCCC(C)C)(C(C(=O)[O-])S(=O)(=O)O)C(=O)[O-].[Na+].[Na+]